ClC=1C=C(C=CC1)C=1C=C(C=NC1OC)CC=1C=NN(C1)C(=O)OC(C)(C)C tert-Butyl 4-((5-(3-chlorophenyl)-6-methoxypyridin-3-yl)methyl)-1H-pyrazole-1-carboxylate